carbon nickel-molybdenum-chromium [Cr].[Mo].[Ni].[C]